ClC1C(C(CCCCC1)Cl)=O 2,8-dichlorocyclooctanone